tert-butyl ((2R,3S)-2-hydroxy-5-methyl-1-((((S)-2-oxopyrrolidin-3-yl)methyl)amino)hexan-3-yl)carbamate O[C@H](CNC[C@H]1C(NCC1)=O)[C@H](CC(C)C)NC(OC(C)(C)C)=O